FC1=C(C=CC=2OC=CN2)C=CC(=C1)C(F)(F)F 2-(2-fluoro-4-(trifluoromethyl)styryl)oxazole